C(C)(C)N1CCC(CC1)CNC(C1=CC(=CC=C1)CN1C(C2=CC=C(C=C2C=C1)N1CCOCC1)=O)=O N-((1-Isopropylpiperidin-4-yl)methyl)-3-((6-morpholino-1-oxoisoquinolin-2(1H)-yl)methyl)benzamide